N1=NNC2=NC(=CC=C21)C=2C=CC(=C(C(=O)NC1=CC=C(C=C1)COCC1CC1)C2)F 5-(3H-[1,2,3]Triazolo[4,5-b]pyridin-5-yl)-N-(4-((cyclopropylmethoxy)methyl)phenyl)-2-fluorobenzamide